1-(2,6-diisopropyl-phenyl)-3-[4-(1-hydroxy-1-methyl-ethyl)-furan-2-sulfonyl]-urea C(C)(C)C1=C(C(=CC=C1)C(C)C)NC(=O)NS(=O)(=O)C=1OC=C(C1)C(C)(C)O